4-(trifluoromethyl)picolinamide formate C(=O)O.FC(C1=CC(=NC=C1)C(=O)N)(F)F